ClC=1C=CC=C(C1)Cl 3,5-Dichlorobenzene